benzo[d]-[1,3]dioxol-4-amine O1COC2=C1C=CC=C2N